OC[C@H]1CN(C[C@@H]1N[C@@H](C)C1=CC=CC=C1)C(=O)OC(C)(C)C |&1:2,6| tert-Butyl (3S,4R)- and (3R,4S)-3-(hydroxymethyl)-4-(((S)-1-phenylethyl)amino)pyrrolidine-1-carboxylate